FC1=C(C(=CC=C1)F)S(=O)(=O)N1C2CN(C(C1)C2)C(=O)OC(C)(C)C tert-Butyl 5-((2,6-difluorophenyl)sulfonyl)-2,5-diazabicyclo[2.2.1]heptane-2-carboxylate